N1N=C(C2=CC=CC=C12)C1CCN(CC1)C=1C=C2C(=NC1)OC(=N2)N2CCOCC2 6-(4-(1H-indazol-3-yl)piperidin-1-yl)-2-morpholinooxazolo[5,4-b]pyridine